4-chloro-N-(5-chloro-2-hydroxy-3-methylphenyl)benzamide ClC1=CC=C(C(=O)NC2=C(C(=CC(=C2)Cl)C)O)C=C1